N-methyl-octyl-amine CNCCCCCCCC